FC1CCC(CC1)C1=CC=C(C=C1)B(O)O 4-(4-fluorocyclohexyl)-phenylboronic acid